NC1=NC=2C(=CC=CC2C=2N1C=C(N2)C(=O)NCC2=C(C=CC=C2)CN2CCN(CC2)C2=C(C=C(C=C2)F)F)F 5-amino-N-(2-((4-(2,4-difluorophenyl)piperazin-1-yl)methyl)benzyl)-7-fluoroimidazo[1,2-c]quinazoline-2-carboxamide